7-fluoro-1,1,3-trimethyl-1H-inden-4-amine FC1=CC=C(C=2C(=CC(C12)(C)C)C)N